(4-amino-7H-pyrrolo[2,3-d]pyrimidin-7-yl)bicyclo[3.1.0]hexane-2,3-diol tert-butyl-(1-(2-cyano-3-iodophenyl)piperidin-4-yl)carbamate C(C)(C)(C)N(C(O)=O)C1CCN(CC1)C1=C(C(=CC=C1)I)C#N.NC=1C2=C(N=CN1)N(C=C2)C21C(C(CC1C2)O)O